tert-butyl (1-(4-hydroxyphenyl)-3-methyl-1H-pyrazol-5-yl) carbonate C(OC(C)(C)C)(OC1=CC(=NN1C1=CC=C(C=C1)O)C)=O